BrC1=C(C#N)C=CC(=C1F)O[C@@H]1C[C@@H](CC1)O 2-Bromo-3-fluoro-4-(((1S,3R)-3-hydroxycyclopentyl)oxy)benzonitrile